BrC=1C(=C(C=CC1)C=1C=C2CCN(CC2=CC1)C(=O)OC(C)(C)C)C tert-butyl 6-(3-bromo-2-methylphenyl)-3,4-dihydroisoquinoline-2(1H)-carboxylate